BrC=1C=C2C(=NC1OCC(C)NC(O)=O)N(C=C2)COCC[Si](C)(C)C 1-(5-bromo-1-((2-(trimethylsilyl)ethoxy)methyl)-1H-pyrrolo[2,3-b]Pyridin-6-yloxy)propan-2-ylcarbamic acid